FC1=C2C(=CN=C1N1CCN(CC1)C(C)C)NC(=C2C(C)C)C=2C(=C(C=1N(C2)N=CN1)C)C 6-(4-fluoro-3-isopropyl-5-(4-isopropylpiperazin-1-yl)-1H-pyrrolo[2,3-c]pyridin-2-yl)-7,8-dimethyl-[1,2,4]triazolo[1,5-a]pyridine